CC(C(=O)OCC)(C(=O)OCC)CC1=CC(=C(C=C1)SC)[N+](=O)[O-] 1,3-diethyl 2-methyl-2-{[4-(methylsulfanyl)-3-nitrophenyl]methyl}propanedioate